ClC1=C(C(=O)N[C@H](C(=O)O)CNC(=O)N[C@@H]2CCC3=CC=CC=C23)C(=CC(=C1)OCCC1=CC=CC=C1)Cl (S)-2-(2,6-dichloro-4-phenylethoxybenzamido)-3-(3-((R)-2,3-dihydro-1H-inden-1-yl)ureido)propionic acid